rac-(3ar,5r,7s,7ar)-1-isopropyl-3,3,7-trimethyl-5-phenyloctahydrobenzo[c]isoxazole C(C)(C)N1OC([C@H]2[C@H]1[C@H](C[C@H](C2)C2=CC=CC=C2)C)(C)C |r|